(2,6-dichlorophenyl)-2-((3-methyl-4-((3s,5s)-3,4,5-trimethylpiperazin-1-yl)phenyl)amino)-8,9-dihydroimidazo[1,2-a]pyrimido[5,4-e]pyrimidin-5(6H)-one ClC1=C(C(=CC=C1)Cl)C1=NC(=NC2=C1C(NC=1N2CCN1)=O)NC1=CC(=C(C=C1)N1C[C@@H](N([C@H](C1)C)C)C)C